22-(3-fluorobicyclo[1.1.1]pent-1-yl)behenamide FC12CC(C1)(C2)CCCCCCCCCCCCCCCCCCCCCC(=O)N